NC=1C2=C(N=CN1)N(C=C2)[C@@H]2C=C([C@H]([C@H]2O)O)CCC=2C=C(C(=C1CCNCC21)F)Cl (1s,2r,5r)-5-(4-amino-7H-pyrrolo[2,3-d]pyrimidin-7-yl)-3-(2-(6-chloro-5-fluoro-1,2,3,4-tetrahydroisoquinolin-8-yl)ethyl)cyclopent-3-ene-1,2-diol